FC(C(=O)O)(F)F.FC(C(=O)O)(F)F.O=C([C@@H](C)NC(OCC1C2=CC=CC=C2C=2C=CC=CC12)=O)NC1(CCNCC1)CC1=NC=CC=C1 (9H-fluoren-9-yl)methyl (R)-(1-oxo-1-((4-(pyridin-2-ylmethyl)piperidin-4-yl)amino)propan-2-yl)carbamate bis(2,2,2-trifluoroacetate)